CC1(CC=C(CC1)C=1C=C2C=CC(=CC2=CC1)B1OC(C(O1)(C)C)(C)C)C 2-(6-(4,4-dimethylcyclohex-1-en-1-yl)naphthalen-2-yl)-4,4,5,5-tetramethyl-1,3,2-dioxaborolane